FC(C1=C(C=CC(=C1)C(NC)=O)N1C(=NC2=C(C1=O)C[C@H](N(C2)C(=O)OC(C)(C)C)C)NC(C)C)F tert-butyl (R)-3-(2-(difluoromethyl)-4-(methylcarbamoyl) phenyl)-2-(isopropyl-amino)-6-methyl-4-oxo-4,5,6,8-tetrahydropyrido[3,4-d]pyrimidine-7(3H)-carboxylate